COC(/C=C\1/CC(OCC1)C(F)(F)F)=O.ClC=1C=CC2=C(N=C(O2)N2CCC3(CC2)CCC(CC3)NC(=O)C=3OC(=CC3)CS(=O)(=O)C)C1 N-[3-(5-chloro-1,3-benzoxazol-2-yl)-3-azaspiro[5.5]undecan-9-yl]-5-(methylsulfonylmethyl)furan-2-carboxamide (E)-methyl-2-(2-(trifluoromethyl)-2H-pyran-4(3H,5H,6H)-ylidene)acetate